CC1(C=C(CC1)C(C)O)C 1-(3,3-dimethylcyclopent-1-en-1-yl)ethan-1-ol